5-[(3S,5R)-3-methyl-5-[(4-piperazin-1-ylphenyl)methylamino]-1-piperidinyl]quinoline-8-carbonitrile C[C@@H]1CN(C[C@@H](C1)NCC1=CC=C(C=C1)N1CCNCC1)C1=C2C=CC=NC2=C(C=C1)C#N